FC=1C=CC=C2C(=NN(C12)COCC[Si](C)(C)C)C(=O)NC 7-fluoro-N-methyl-1-((2-(trimethylsilyl)ethoxy)methyl)-1H-indazole-3-carboxamide